1-n-dodecyloxypentafluorobenzene C(CCCCCCCCCCC)OC1=C(C(=C(C(=C1F)F)F)F)F